BrC1=CC=C(/C=C/C=2C=CC(=NC2)Cl)C=C1 (e)-5-(4-bromostyryl)-2-chloropyridine